naphthalic hydrazide C1(=CC=CC2=CC=CC=C12)C(=O)NN